S(=O)(=O)(C1=CC(=C(C(=C1)C1=CC2=CC=CC=C2C=C1)OCCOC1=C(C2=CC=CC=C2C=C1)C1=C(C=CC2=CC=CC=C12)OCCO)C1=CC2=CC=CC=C2C=C1)C1=CC(=C(C(=C1)C1=CC2=CC=CC=C2C=C1)OCCOC1=C(C2=CC=CC=C2C=C1)C1=C(C=CC2=CC=CC=C12)OCCO)C1=CC2=CC=CC=C2C=C1 2,2'-(sulfonylbis{[2,6-di(naphthalen-2-yl)-4,1-phenylene]oxyethane-2,1-diyloxy[1,1'-binaphthalene]-2',2-diyloxy})di(ethan-1-ol)